N-[3-[(2-chloro-1,3-thiazol-5-yl)methyl]-5-methyl-1,3,5-oxadiazin-4-ylidene]nitramide ClC=1SC(=CN1)CN1COCN(C1=N[N+](=O)[O-])C